CN(C1=CC=C(C=C1)C(C1(C(C(C(C2(C3C(=C4C=5C=CC=CC5CC4=C21)C=CCC3)C)(C)C)(C)C)(C)C)C)(C3C=CC=C3)C3=CC=C(C=C3)N(C)C)C bis[4-(dimethylamino)phenyl](cyclopentadienyl)(octamethyloctahydrodibenzofluorenyl)methane